FC1=C(C(=CC=C1)OC)C=1SC=2C=NC(=CC2N1)NC1=NC(=CC=C1)N1[C@@H]2CN([C@H](C1)C2)C N-[2-(2-Fluoro-6-methoxyphenyl)-[1,3]thiazolo[5,4-c]pyridin-6-yl]-6-[(1S,4S)-5-methyl-2,5-diazabicyclo[2.2.1]heptan-2-yl]pyridin-2-amine